N,N'-bis(3',3'-dimethylbutan-2-yl)-1,6-diaminohexane CC(C(C)NCCCCCCNC(C)C(C)(C)C)(C)C